BrC=1C(N(C=CC1)C)=O 3-bromo-1-methylpyridin-2(1H)-one